N-(3,4-Dichlorophenyl)-N1,N2-diethyl-[1,3,5]triazine-2,4,6-triamine ClC=1C=C(C=CC1Cl)N(C1N(C(=NC(=N1)N)N)CC)CC